4-(2,3-dihydro-2-oxo-1H-imidazo[4,5-b]pyridin-7-yl)-N-(pyridin-4-yl)piperazine-1-carboxamide O=C1NC=2C(=NC=CC2N2CCN(CC2)C(=O)NC2=CC=NC=C2)N1